N-[4-(5-Chloro-1-benzofuran-2-yl)-1-(4-methoxyphenyl)-1H-imidazol-2-yl]-4-(difluoromethoxy)benzamide ClC=1C=CC2=C(C=C(O2)C=2N=C(N(C2)C2=CC=C(C=C2)OC)NC(C2=CC=C(C=C2)OC(F)F)=O)C1